2,3,8a-trimethyloctahydronaphthalen-1(2H)-one CC1C(C2(CCCCC2CC1C)C)=O